methyl-6-oxo-1,6-dihydropyridazine-3-carboxylic acid CN1N=C(C=CC1=O)C(=O)O